FC(CCCC[C@H]([C@H](C(=O)O)C)O)CF (2R,3R)-8,9-difluoro-3-hydroxy-2-methylnonanoic acid